FC=1C=C(C=CC1N1CCC(CC1)N(CC)CC)NC1=NNC(=N1)N N3-(3-fluoro-4-(4-(diethylamino)piperidin-1-yl)phenyl)-1H-1,2,4-triazole-3,5-diamine